3-(bis(2-hydroxyethyl)amino)propionamide OCCN(CCC(=O)N)CCO